O(CCCC1=C2CN(C(C2=CC=C1)=O)C1C(NC(CC1)=O)=O)CCCC1=C2CN(C(C2=CC=C1)=O)C1C(NC(CC1)=O)=O 3,3'-((Oxybis(propane-3,1-diyl))bis(1-oxoisoindoline-4,2-diyl))bis(piperidine-2,6-dione)